BrC(C(C(Cl)Br)=O)Cl 1,3-dibromo-1,3-dichloropropan-2-one